1-(2-bromoethyl)pyrrolidine-2,5-dione BrCCN1C(CCC1=O)=O